C(NC(=O)C=1N=NC(=CC1)NC1=NC=CC(=C1)C)([2H])([2H])[2H] N-(2H3)methyl-6-[(4-methylpyridin-2-yl)amino]pyridazine-3-carboxamide